methyl ((R)-1-(3-(4-cyano-3-(trifluoromethyl)phenyl)-2-(trifluoromethyl)oxazolidine-5-carbonyl)pyrrolidin-3-yl)carbamate C(#N)C1=C(C=C(C=C1)N1C(OC(C1)C(=O)N1C[C@@H](CC1)NC(OC)=O)C(F)(F)F)C(F)(F)F